2,5-dinitrosop-cymene tert-butyl-4-[(3-[[(3R)-2,3-dihydro-1-benzofuran-3-yl]carbamoyl]phenyl)amino]-4-[5-(pyridin-4-yl)-4H-1,2,4-triazol-3-yl]piperidine-1-carboxylate C(C)(C)(C)OC(=O)N1CCC(CC1)(C1=NN=C(N1)C1=CC=NC=C1)NC1=CC(=CC=C1)C(N[C@H]1COC2=C1C=CC=C2)=O.N(=O)C2=C(C=C(C(=C2)C)N=O)C(C)C